4-Fluoro-4-(hydrazinocarbonyl)piperidine-1-carboxylic acid tert-butyl ester C(C)(C)(C)OC(=O)N1CCC(CC1)(C(=O)NN)F